(2-(2,6-bis(benzyloxy)pyridin-3-yl)benzo[d]oxazol-6-yl)(7-(trifluoromethyl)-2-azaspiro[3.5]non-6-en-2-yl)methanone C(C1=CC=CC=C1)OC1=NC(=CC=C1C=1OC2=C(N1)C=CC(=C2)C(=O)N2CC1(C2)CC=C(CC1)C(F)(F)F)OCC1=CC=CC=C1